C(#N)C=1C=C(C=CC1)S(=O)(=O)NC1CC(C1)NC1=C2C(=NC=C1C=1SC=C(N1)CO)NC=C2 3-cyano-N-((1s,3s)-3-((5-(4-(hydroxymethyl)thiazol-2-yl)-1H-pyrrolo[2,3-b]pyridin-4-yl)amino)cyclobutyl)benzenesulfonamide